C(C)OC(CCNC(=O)C=1N(C=C(C1)NC(=O)C=1N(C=CN1)CC(F)(F)F)C)=O.C1(=CC=CC=C1)C1=CC=2NC3=CC(=CC=C3C2C=C1)C1=CC=CC=C1 2,7-diphenyl-carbazole ethyl-3-({1-methyl-4-[1-(2,2,2-trifluoroethyl)imidazole-2-amido]pyrrol-2-yl}formamido)propanoate